N1(N=CC=C1)C1=C(C=CC=C1)C(C)NC1=C2N=CN(C2=NC(=N1)N1CCC(CC1)N)C(C)C N-(1-(2-(1H-pyrazol-1-yl)phenyl)ethyl)-2-(4-aminopiperidin-1-yl)-9-isopropyl-9H-purin-6-amine